BrC1=C(C=C(C=C1)C1CCC(N1)=O)F 5-(4-Bromo-3-fluorophenyl)pyrrolidin-2-one